(3aR,5s,6aS)-2-((tetrahydro-2H-pyran-4-yl)methyl-d2)-N-(5-(1-(trifluoromethyl)cyclopropyl)-6-(2,3,5-trifluorophenyl)pyridazin-3-yl)octahydrocyclopenta[c]pyrrol-5-amine O1CCC(CC1)C(N1C[C@@H]2[C@H](C1)CC(C2)NC=2N=NC(=C(C2)C2(CC2)C(F)(F)F)C2=C(C(=CC(=C2)F)F)F)([2H])[2H]